4-(azetidin-3-yloxy)-N-(2-(2,6-dioxopiperidin-3-yl)-1-oxoisoindolin-5-yl)benzamide N1CC(C1)OC1=CC=C(C(=O)NC=2C=C3CN(C(C3=CC2)=O)C2C(NC(CC2)=O)=O)C=C1